(S)-2-(3-methylpyridin-2-yl)-5-(4-(4-(trifluoromethyl)pyrazolo[1,5-a]pyridin-2-yl)-1,4,6,7-tetrahydro-5H-imidazo[4,5-c]pyridin-5-yl)-1,3,4-oxadiazole CC=1C(=NC=CC1)C=1OC(=NN1)N1[C@@H](C2=C(CC1)NC=N2)C2=NN1C(C(=CC=C1)C(F)(F)F)=C2